6-(hydroxymethyl)piperidin-2-one tert-butyl-N-[(1S)-1-(dicyclopropylmethyl)-2-[4-(4,5-dimethylimidazol-1-yl)anilino]-2-oxo-ethyl]carbamate C(C)(C)(C)OC(N[C@H](C(=O)NC1=CC=C(C=C1)N1C=NC(=C1C)C)C(C1CC1)C1CC1)=O.OCC1CCCC(N1)=O